[1-(2,6-dioxo-3-piperidinyl)-3,4-dimethyl-2-oxo-benzimidazol-5-yl]Piperazine O=C1NC(CCC1N1C(N(C2=C1C=CC(=C2C)N2CCNCC2)C)=O)=O